C(C1=CC=CC=C1)OC=1C(=C(N)C=CC1)Br 3-(benzyloxy)-2-bromoaniline